[4-(ethylsulfanyl)phenyl]boronic acid C(C)SC1=CC=C(C=C1)B(O)O